tert-butyl 4-[2-(3,4-difluorophenyl)-2-oxo-ethyl]piperazine-1-carboxylate FC=1C=C(C=CC1F)C(CN1CCN(CC1)C(=O)OC(C)(C)C)=O